CN(C(=O)C1=CC=C(C=N1)C1=CNC2=NC=C(C=C21)C=2C=C1CCOCC1=C(C2)[C@H]2N(CCC2)C(=O)OC(C)(C)C)C tert-butyl (S)-2-(6-(3-(6-(dimethylcarbamoyl)pyridin-3-yl)-1H-pyrrolo[2,3-b]pyridin-5-yl)isochroman-8-yl)pyrrolidine-1-carboxylate